C(C1=CC=CC=C1)OC(=O)N[C@@H]([C@H](CCCB(O)O)CN(C)C)C(=O)OC(C)(C)C (4R,5S)-5-(Benzyloxycarbonylamino)-6-t-butoxy-4-((dimethylamino)methyl)-6-oxohexylboronic acid